(4-bromo-2-iodophenyl)(methyl)sulfane BrC1=CC(=C(C=C1)SC)I